N,N-Dimethyl-1-[3-(4,4,5,5-tetramethyl-1,3,2-dioxaborolan-2-yl)phenoxy]propan-2-amine CN(C(COC1=CC(=CC=C1)B1OC(C(O1)(C)C)(C)C)C)C